O=C(C(=O)O)CCN1CCCCC1 oxo-4-piperidin-1-ylbutanoic acid